4-[[4-[[(10S)-4-(2-hydroxyphenyl)-1,5,6,8,12-pentazatricyclo[8.4.0.02,7]tetradeca-2,4,6-trien-12-yl]methyl]piperidin-1-yl]methyl]Isoindole-1,3-dione OC1=C(C=CC=C1)C=1C=C2N3CCN(C[C@@H]3CNC2=NN1)CC1CCN(CC1)CC1=C2C(NC(C2=CC=C1)=O)=O